N12C[C@H](C(CC1)CC2)OC(N[C@@H]2C(CC1=CC(=C(C=C21)F)C2=CC=C(C=C2)OCC(C)C)(C)C)=O (S)-quinuclidin-3-yl((R)-6-fluoro-5-(4-isobutoxyphenyl)-2,2-dimethyl-2,3-dihydro-1H-inden-1-yl)carbamate